(E)-2-methylbenzaldehyde O-(1-methyl-3-(trifluoromethyl)-1H-pyrazole-4-carbonyl) oxime CN1N=C(C(=C1)C(=O)O\N=C\C1=C(C=CC=C1)C)C(F)(F)F